2'-chloro-N-(5-(5-chloro-6-methoxy-3-methylpicolinoyl)-5,6-dihydro-4H-pyrrolo[3,4-d]thiazol-2-yl)-5'-methoxy-6-methyl-[4,4'-bipyridine]-3-carboxamide ClC1=NC=C(C(=C1)C1=C(C=NC(=C1)C)C(=O)NC=1SC2=C(N1)CN(C2)C(C2=NC(=C(C=C2C)Cl)OC)=O)OC